CS(=O)C1=NC=2CC3(CCC2C(=N1)N1[C@H]2CN(C[C@@H]1CC2)C(=O)OCC=C)CCCC2=CC=CC=C23 Allyl (1R,5S)-8-(2'-(Methylsulfinyl)-3,4,5',8'-tetrahydro-2H,6'H-spiro[naphthalene-1,7'-quinazolin]-4'-yl)-3,8-diazabicyclo[3.2.1]octane-3-carboxylate